C(C1=CC=CC=C1)(C1=CC=CC=C1)(C1=CC=CC=C1)OC[C@H](CCCCCCCCCCCCCCCC)O (2S)-1-trityloxy-octadecan-2-ol